5-Amino-1-isopropyl-3-(4-(2-((4-isopropyl-3-(trifluoromethyl)phenyl)amino)-2-oxoethyl)phenyl)-1H-pyrazole-4-carboxamide NC1=C(C(=NN1C(C)C)C1=CC=C(C=C1)CC(=O)NC1=CC(=C(C=C1)C(C)C)C(F)(F)F)C(=O)N